methyl (1-aminobenzo[4,5]imidazo[1,2-a]pyrazin-3-yl)acetate NC=1C=2N(C=C(N1)CC(=O)OC)C1=C(N2)C=CC=C1